(2R,3S,4S)-4-hydroxy-2-[(4-methoxyphenyl)methyl]pyrrolidin-3-yl N-(1,2-thiazol-4-ylmethyl)carbamate S1N=CC(=C1)CNC(O[C@H]1[C@H](NC[C@@H]1O)CC1=CC=C(C=C1)OC)=O